3,3'-((((3-(2-carboxy-2-(pyrrolidin-3-yl)ethyl)benzyl)azanediyl)bis(methylene))bis(benzofuran-2,5-diyl))bis(2-(pyrrolidin-3-yl)propanoic acid) C(=O)(O)C(CC=1C=C(CN(CC=2OC3=C(C2)C=C(C=C3)CC(C(=O)O)C3CNCC3)CC=3OC2=C(C3)C=C(C=C2)CC(C(=O)O)C2CNCC2)C=CC1)C1CNCC1